CC1(CCCCC1)C(=O)NC=1SC2=C(N1)C=CC(=C2)C(F)(F)F 1-methyl-N-[6-(trifluoromethyl)-1,3-benzothiazol-2-yl]cyclohexane-1-carboxamide